NC1=NC(=C(C=2N1N=C(N2)CC2=NC=CC=C2)C2=NC=NC=C2F)C2=C(C#N)C=CC=C2 (5-amino-8-(5-fluoropyrimidin-4-yl)-2-(pyridin-2-ylmethyl)-[1,2,4]triazolo[1,5-c]pyrimidin-7-yl)benzonitrile